FC(C=1N=CC=2N(C1)C(=CN2)C2=NC=CC(=N2)N2CCC(CC2)C#N)(F)F 1-(2-(6-(trifluoromethyl)imidazo[1,2-a]pyrazin-3-yl)pyrimidin-4-yl)piperidine-4-carbonitrile